BrC1=C2CCCN(C2=CN=C1)C1=NC(=NC2=CC=CC(=C12)F)Cl 4-(5-bromo-3,4-dihydro-2H-1,7-naphthyridin-1-yl)-2-chloro-5-fluoro-quinazoline